(S)-1-((S)-2-Amino-3-methylbutanoyl)-N-((S)-1-phenyl-2-(pyridin-2-yl)ethyl)pyrrolidine-2-carboxamide fumarate C(\C=C\C(=O)O)(=O)O.N[C@H](C(=O)N1[C@@H](CCC1)C(=O)N[C@@H](CC1=NC=CC=C1)C1=CC=CC=C1)C(C)C